3-((5-chloro-2-((2-(difluorometh-oxy)-5-fluoro-4-(4-methylpiperazin-1-yl)phenyl)amino)pyrimidin-4-yl)amino)thiophene-2-carboxamide ClC=1C(=NC(=NC1)NC1=C(C=C(C(=C1)F)N1CCN(CC1)C)OC(F)F)NC1=C(SC=C1)C(=O)N